[Na+].P(=O)(O)(O)OC=1C(=O)O[C@@H](C1[O-])[C@@H](O)CO 2-phospho-L-ascorbate sodium salt